3-(2-Chloro-6-methyl-4-pyridyl)-2-(3-cyanophenyl)-N-[(1S,2S)-2,3-dihydroxy-1-methyl-propyl]pyrazolo[1,5-a]pyrimidine-5-carboxamide ClC1=NC(=CC(=C1)C=1C(=NN2C1N=C(C=C2)C(=O)N[C@H]([C@@H](CO)O)C)C2=CC(=CC=C2)C#N)C